1-(N-piperazinyl)-3-methylenepent-4-ene N1(CCNCC1)CCC(C=C)=C